6-({5-[(3S)-3-(pyridin-2-yl)oxolane-3-carbonyl]-2H,4H,5H,6H-pyrrolo[3,4-c]pyrazol-2-yl}sulfonyl)-3,4-dihydro-2H-1,4-benzoxazine N1=C(C=CC=C1)[C@@]1(COCC1)C(=O)N1CC2=NN(C=C2C1)S(=O)(=O)C=1C=CC2=C(NCCO2)C1